C(C)OC(=O)C1=NNC(=C1)C(F)F 5-(difluoromethyl)-1H-pyrazole-3-carboxylic acid ethyl ester